C(C)(C)(C)OC(=O)NC(CNC(=O)C1=CN=CC(=N1)C=1N(C2=CC=CC=C2C1C)C(=O)OC(C)(C)C)C1CC1 Tert-Butyl 2-(6-((2-((tert-butoxycarbonyl)amino)-2-cyclopropylethyl)carbamoyl)pyrazin-2-yl)-3-methyl-1H-indole-1-carboxylate